CC1=CC=C(C=C1)S(=O)(=O)[O-].CC1=CC=C(C=C1)S(=O)(=O)[O-].[Zn+2] zinc bis(p-toluenesulphonate)